C(C)(C)(C)C1=CC=2C(C3=CC(=CC=C3OC2C=C1)C(C)(C)C)=O 2,7-di-tert-butyl-9H-xanthen-9-one